2-(4-fluorophenyl)-1,4-diphenylbutane-1,4-dione FC1=CC=C(C=C1)C(C(=O)C1=CC=CC=C1)CC(=O)C1=CC=CC=C1